Tert-butylcyclohexylacrylate C(C)(C)(C)C=C(C(=O)[O-])C1CCCCC1